NC=1C(=CC(=C(C(=O)NN)C1)F)C 5-amino-2-fluoro-4-methylbenzohydrazide